FC1=CC(=C(C=C1)C(C)O)C=C 1-(4-fluoro-2-vinylphenyl)ethan-1-ol